neopentyl glycol hydroxytrimethyl-acetate OCC(C(=O)OCC(C)(CO)C)(C)C